CN1CC(N(CCC1)C1=CC(=CC=C1)COC(CCNC)C1=CC=CC=C1)=O 4-Methyl-1-(3-((3-(methylamino)-1-phenylpropoxy)methyl)phenyl)-1,4-diazepan-2-one